NC1=C(C(=C(C(=N1)SC(C(=O)N)C1=CC=CC=C1)C#N)CC)C#N 2-[(6-amino-3,5-dicyano-4-ethylpyridin-2-yl)sulfanyl]-2-phenylacetamide